C(C)C1=C(OC=C1)C ethyl-methyl-furan